3-((2S,5S)-4-methylene-5-(3-oxopropyl)tetrahydrofuran-2-yl)propanol C=C1C[C@@H](O[C@H]1CCC=O)CCCO